tertbutyl 3-(((2-(2-bromo-6-chloropyridin-4-yl)-2-hydroxyethyl)(tert-butoxy-carbonyl)amino)methyl)morpholine-4-carboxylate BrC1=NC(=CC(=C1)C(CN(C(=O)OC(C)(C)C)CC1N(CCOC1)C(=O)OC(C)(C)C)O)Cl